1-{6-[1-(2-chloroethyl)piperidin-4-yl]-4-[7-(difluoromethyl)-6-(1-methylpyrazol-4-yl)-3,4-dihydro-2H-quinolin-1-yl]-1,3-dihydroisoindol-2-yl}ethanone ClCCN1CCC(CC1)C1=CC(=C2CN(CC2=C1)C(C)=O)N1CCCC2=CC(=C(C=C12)C(F)F)C=1C=NN(C1)C